5-fluoro-8-(piperidin-4-yl)quinoline FC1=C2C=CC=NC2=C(C=C1)C1CCNCC1